(S)-3-(benzofuran-7-yloxy)-3-(furan-3-yl)propan-1-amine O1C=CC2=C1C(=CC=C2)O[C@@H](CCN)C2=COC=C2